methyl 2-[[3-(2-amino-6-oxo-1H-pyrimidin-4-yl)-1-methyl-pyrazol-4-yl]methyl]benzoate NC=1NC(C=C(N1)C1=NN(C=C1CC1=C(C(=O)OC)C=CC=C1)C)=O